N-[2-Amino-5-(hydroxymethyl)-3-(trifluoromethyl)phenyl]-6-chloro-4-[4-fluoro-2-(4-methyl-1,2,4-triazol-3-yl)phenyl]pyridine-2-carboxamide NC1=C(C=C(C=C1C(F)(F)F)CO)NC(=O)C1=NC(=CC(=C1)C1=C(C=C(C=C1)F)C1=NN=CN1C)Cl